Cl.N1CCC(CC1)NC=1C=2C=CC=NC2C=CC1 N-(piperidin-4-yl)quinoline-5-amine hydrochloride